(S)-1-(5-(6-chloro-7-fluoro-3-(1H-imidazol-1-yl)-5-methoxy-1-methyl-1H-indol-2-yl)-1H-1,2,4-triazol-3-yl)-2,2-difluoroethan-1-ol ClC1=C(C=C2C(=C(N(C2=C1F)C)C1=NC(=NN1)[C@@H](C(F)F)O)N1C=NC=C1)OC